BrC1=C(C=CC(=C1)F)C=1N=C(SC1)C=1N=C(SC1)N (2-bromo-4-fluorophenyl)-[2,4'-bithiazole]-2'-amine